cesium dihydroxypyrazine-2,3-dicarboxylic acid OC1=C(N=C(C(=N1)C(=O)O)C(=O)O)O.[Cs]